4-{3-methoxy-4-[2-(trifluoromethyl)phenoxy]phenyl}-2h,4h,5h,6h,7h-pyrazolo[3,4-b]pyridin-6-one COC=1C=C(C=CC1OC1=C(C=CC=C1)C(F)(F)F)C1C=2C(NC(C1)=O)=NNC2